BrC=1C(=C(OCC[C@@H]2CN(CC2)CC(=O)OCC)C=CC1)C ethyl 2-[(3R)-3-[2-(3-bromo-2-methyl-phenoxy)ethyl]pyrrolidin-1-yl]acetate